C1(CC1)C=1C(=NC(=NC1)NC=1C(=NN(C1)C1CCN(CC1)C)C)NCCCN1C(C(OCCC1)(C)C)=O 4-(3-((5-cyclopropyl-2-((3-methyl-1-(1-methylpiperidin-4-yl)-1H-pyrazol-4-yl)amino)pyrimidin-4-yl)amino)propyl)-2,2-dimethyl-1,4-oxazepan-3-one